BrC1=CC=C2C(=N1)CCC2NC 2-bromo-N-methyl-6,7-dihydro-5H-cyclopenta[b]pyridin-5-amine